(4-Chlorophenyl)-1,5,6,7,8,9-hexahydropyrrolo[2,3-b]carbazol-8-amine ClC1=CC=C(C=C1)N1C=CC=2C1=CC=1NC=3C(CCCC3C1C2)N